ClC1=CC=C(COC2=CC=CC(=N2)C2=C(C(=C(CC3=NC4=C(N3[C@@H]3COCC3(C)C)C=C(C=C4F)C(=O)O)C(=C2)F)F)F)C=C1 (S)-2-(4-(6-((4-chlorobenzyl)oxy)pyridin-2-yl)-2,3,6-trifluorobenzyl)-1-(4,4-dimethyltetrahydrofuran-3-yl)-4-fluoro-1H-benzo[d]imidazole-6-carboxylic acid